The molecule is a methyl-branched fatty acyl-CoA that results from the formal condensation of the thiol group of coenzyme A with the carboxy group of 4-methylpentanoic acid. It is a methyl-branched fatty acyl-CoA and a short-chain fatty acyl-CoA. It derives from an isocaproic acid. It is a conjugate acid of a 4-methylpentanoyl-CoA(4-). CC(C)CCC(=O)SCCNC(=O)CCNC(=O)[C@@H](C(C)(C)COP(=O)(O)OP(=O)(O)OC[C@@H]1[C@H]([C@H]([C@@H](O1)N2C=NC3=C(N=CN=C32)N)O)OP(=O)(O)O)O